C(CCCCCCC)[P+](CCCC)(CCCC)CCCC octyltributylphosphonium